C(C)(C)(C)OC(=O)NC1=CC=C(C=C1)C=1SC(=C(N1)C(=O)OC)C Methyl 2-(4-((tert-butoxycarbonyl)amino)phenyl)-5-methylthiazole-4-carboxylate